NC1CCN(CC1)C(=O)N1CCN2C=C(C3=CC(=CC(=C23)C1)F)C1=CNC=C1C1=CN=C2N1C=CC=C2 3-(2-(4-aminopiperidine-1-carbonyl)-9-fluoro-1,2,3,4-tetrahydro-[1,4]diazepino[6,7,1-hi]indol-7-yl)-4-(imidazo[1,2-a]pyridin-3-yl)-1H-pyrrole